17-(2,5-dioxo-2,5-dihydro-1H-pyrrol-1-yl)-14-oxo-4,7,10-trioxa-13-azaheptadecan-1-oic acid O=C1N(C(C=C1)=O)CCCC(NCCOCCOCCOCCC(=O)O)=O